2-(3,4-dimethoxyphenyl)-3-isopropyl-5-(4-(piperidin-4-yloxy)piperidin-1-yl)-1H-indole COC=1C=C(C=CC1OC)C=1NC2=CC=C(C=C2C1C(C)C)N1CCC(CC1)OC1CCNCC1